2'-bromo-4-phenylspiro[9H-fluoren-9,9'-[9H]xanthene] BrC1=CC=2C3(C4=CC=CC=C4OC2C=C1)C1=CC=CC=C1C=1C(=CC=CC13)C1=CC=CC=C1